cyclopropylmethyl-1-(7-(3,4-dichlorophenyl)-6,7-dihydro-4H-thieno[3,2-c]pyran-4-yl)-methylamine C1(CC1)CNCC1OCC(C2=C1C=CS2)C2=CC(=C(C=C2)Cl)Cl